FC(C(=O)O)(F)F.C(#N)CC(CN1CCN(CC1)C(=O)C1=C(C=C(C#N)C=C1)F)N1N=CC(=C1)C=1C2=C(N=CN1)NC=C2 4-[(4-{3-cyano-2-[4-(7H-pyrrolo[2,3-d]pyrimidin-4-yl)-1H-pyrazol-1-yl]propyl}piperazin-1-yl)carbonyl]-3-fluorobenzonitrile trifluoroacetate salt